C(#N)C1=CC(=C(O[C@@H]2[C@@](CN(C2)S(=O)(=O)C=2C=CC(=NC2)C#N)(CO)O)C=C1F)F 5-(((3R,4S)-4-(4-cyano-2,5-difluorophenoxy)-3-hydroxy-3-(hydroxymethyl)pyrrolidin-1-yl)sulfonyl)picolinonitrile